C(CCCCCCCCC)N(C(CCCN(C)C)=O)C(CCCCCC(=O)OCC(CCCCCCCC)CCCCCC)CCCCCC(=O)OCC(CCCCCCCC)CCCCCC bis(2-hexyldecyl) 7-(N-decyl-4-(dimethylamino)butanamido)tridecanedioate